C(C(C)C)(=O)OC1=CC=C2C=3C=CC=CC3C=CC2=C1 phenanthren-7-yl isobutyrate